(S)-3-(2,2-difluoroethoxy)-4-(5-(3,5-dimethylisoxazol-4-yl)-1-(tetrahydrofuran-3-yl)-1H-pyrrolo[2,3-b]pyridin-3-yl)benzoic acid FC(COC=1C=C(C(=O)O)C=CC1C1=CN(C2=NC=C(C=C21)C=2C(=NOC2C)C)[C@@H]2COCC2)F